2-((S)-1-(4-(6-((4-cyano-2-fluorobenzyl)oxy)-4-(trifluoromethyl)pyridin-2-yl)piperazin-1-yl)ethyl)-3-(((S)-oxetan-2-yl)methyl)-3H-imidazo[4,5-b]pyridine-5-carboxylate C(#N)C1=CC(=C(COC2=CC(=CC(=N2)N2CCN(CC2)[C@@H](C)C2=NC=3C(=NC(=CC3)C(=O)[O-])N2C[C@H]2OCC2)C(F)(F)F)C=C1)F